(4-(1-(5-butyl-2-hydroxyphenyl)ethyl)phenyl)dioctylphosphine oxide C(CCC)C=1C=CC(=C(C1)C(C)C1=CC=C(C=C1)P(CCCCCCCC)(CCCCCCCC)=O)O